OC(=O)O hydroxy (hydroxy) ketone